OC=1C(=NOC1)C(=O)OCC ethyl 4-hydroxy-1,2-oxazole-3-carboxylate